1,5,13-trioxa-9,17-diazacycloeicosane O1CCCOCCCNCCCOCCCNCCC1